C(CCCCCCC(=O)OCCCCCCCCC(C)C)(=O)OCCCCCCCCC(C)C Diisoundecyl OctaneDiate